4,21-dioxo-8,11,14,17-tetraoxa-5,20-diazatetracosane-1,24-dioate O=C(CCC(=O)[O-])NCCOCCOCCOCCOCCNC(CCC(=O)[O-])=O